4-(6-((2-ethoxy-4-(ethoxycarbonyl)benzyl)oxy)pyridine-2-yl)piperidine-1-carboxylate C(C)OC1=C(COC2=CC=CC(=N2)C2CCN(CC2)C(=O)[O-])C=CC(=C1)C(=O)OCC